7-((1R,2R,3R,5S)-2-((1E,3S,4S)-7-cyclopropyl-4-methyl-3-((tetrahydro-2H-pyran-2-yl)oxy)hept-1-en-6-yn-1-yl)-5-hydroxy-3-((tetrahydro-2H-pyran-2-yl)oxy)cyclopentyl)heptanoic acid C1(CC1)C#CC[C@@H]([C@@H](/C=C/[C@@H]1[C@H]([C@H](C[C@H]1OC1OCCCC1)O)CCCCCCC(=O)O)OC1OCCCC1)C